FC(C1=CC2=C([C@@H](CO2)N(C(OC(C)(C)C)=O)C)C=C1)F tert-butyl (S)-(6-(difluoromethyl)-2,3-dihydrobenzofuran-3-yl)(methyl)carbamate